5-oxopyrrolidin-2-carboxylat O=C1CCC(N1)C(=O)[O-]